(R)-1-(2-chloropyridin-3-yl)ethyl (4-(5-(3-hydroxy-3-methylcyclobutane-1-carboxamido) pyridin-2-yl)-1-methyl-1H-1,2,3-triazol-5-yl)carbamate OC1(CC(C1)C(=O)NC=1C=CC(=NC1)C=1N=NN(C1NC(O[C@H](C)C=1C(=NC=CC1)Cl)=O)C)C